(1-azidoethyl)-2-(methylthio)pyrimidine N(=[N+]=[N-])C(C)C1=NC(=NC=C1)SC